5-bromobenzo[d]Oxazol-2(3H)-one BrC=1C=CC2=C(NC(O2)=O)C1